Acetone CC(=O)C